(R)-1-((2S,4R)-2-(benzo[d]thiazol-2-yl)-4-hydroxypyrrolidin-1-yl)-2-(4-(5-chlorothiophen-2-yl)-1H-1,2,3-triazol-1-yl)-3-methylbutan-1-one S1C(=NC2=C1C=CC=C2)[C@H]2N(C[C@@H](C2)O)C([C@@H](C(C)C)N2N=NC(=C2)C=2SC(=CC2)Cl)=O